1,4-di-(β-hydroxyethoxy)benzene OCCOC1=CC=C(C=C1)OCCO